CC(O)S mercapto-ethanol